C(C)(C)(C)OC(N(C(C)C1=NC=C(N=C1)C(F)(F)F)C[C@H](C)O)=O ((S)-2-hydroxypropyl)(1-(5-(trifluoromethyl)pyrazin-2-yl)ethyl)carbamic acid tert-butyl ester